3-chloro-N-(3-chlorobenzyl)-7-(3,5-dimethylisoxazol-4-yl)isoquinolin-1-amine ClC=1N=C(C2=CC(=CC=C2C1)C=1C(=NOC1C)C)NCC1=CC(=CC=C1)Cl